C(C1=CC=CC=C1)O[C@H]1[C@H]([C@@H](O[C@@H]1CO)N1C(=O)NC(=O)C=C1)OC 3'-O-benzyl-2'-O-methyluridine